1-[2,6-Dihydroxy-4-(tert-butyldimethylsilyloxy)phenyl]-3-[3-(tert-butyldimethylsilyloxy)-4-methoxyphenyl]-2-propene-1-one OC1=C(C(=CC(=C1)O[Si](C)(C)C(C)(C)C)O)C(C=CC1=CC(=C(C=C1)OC)O[Si](C)(C)C(C)(C)C)=O